5-Amino-3-[2-[2-[[3-(2,4-dichlorophenyl)isoxazol-5-yl]amino]-2-oxoethyl]pyrimidin-5-yl]-1-isopropyl-pyrazole-4-carboxamide NC1=C(C(=NN1C(C)C)C=1C=NC(=NC1)CC(=O)NC1=CC(=NO1)C1=C(C=C(C=C1)Cl)Cl)C(=O)N